(2S,4R)-N-[3-[[2-chloro-4-[[3-[3-(trifluoromethyl)-1H-pyrazol-4-yl]imidazo[1,2-a]pyrazin-8-yl]amino]benzoyl]amino]cyclobutyl]-4-hydroxypyrrolidine-2-carboxamide ClC1=C(C(=O)NC2CC(C2)NC(=O)[C@H]2NC[C@@H](C2)O)C=CC(=C1)NC=1C=2N(C=CN1)C(=CN2)C=2C(=NNC2)C(F)(F)F